FC(C=O)(F)F 2,2,2-Trifluoroacetaldehyde